C1(CCC1)C1CN(CC1)C1=C(C=CC=C1[N+](=O)[O-])C 3-cyclobutyl-1-(2-methyl-6-nitro-phenyl)pyrrolidine